2-((4-((R)-2-(4-cyanophenyl)-2,3-dihydrobenzo[b][1,4]dioxin-5-yl)piperidin-1-yl)methyl)-3-(((S)-oxetan-2-yl)methyl)-3H-imidazo[4,5-b]pyridine-5-carboxylic acid C(#N)C1=CC=C(C=C1)[C@@H]1COC2=C(O1)C=CC=C2C2CCN(CC2)CC2=NC=1C(=NC(=CC1)C(=O)O)N2C[C@H]2OCC2